CC1(OC(=C(C1)OS(=O)(=O)C(F)(F)F)C(=O)OCC)CC(F)(F)F ethyl 2-methyl-2-(2,2,2-trifluoroethyl)-4-(trifluoromethylsulfonyloxy)-3H-furan-5-carboxylate